tert-butyl 3-(4-bromophenyl)-2,2-dimethylpropionate BrC1=CC=C(C=C1)CC(C(=O)OC(C)(C)C)(C)C